C1(=CC=CC=C1)N(C1=NC=C(C=C1)C1=CC=CC=C1)C1=CC=CC=C1 N,N,5-triphenylpyridin-2-amine